(2,2'-dimethyl-[1,1'-biphenyl]-3,3'-diyl)bis(azane) CC1=C(C=CC=C1N)C1=C(C(=CC=C1)N)C